C(C)NC(=O)NC1CCC(CC1)(CCN1CCC(CC1)C1=NSC2=C1C=CC(=C2)F)F 1-ethyl-3-(cis-4-fluoro-4-(2-(4-(6-fluorobenzo[d]isothiazol-3-yl)piperidin-1-yl)ethyl)cyclohexyl)urea